tert-butyl 2-((5-(ethoxycarbonyl)-1-methyl-1H-benzo[d]imidazol-2-yl) amino)-6,7-dihydrothiazolo[5,4-c]pyridine-5(4H)-carboxylate C(C)OC(=O)C1=CC2=C(N(C(=N2)NC=2SC=3CN(CCC3N2)C(=O)OC(C)(C)C)C)C=C1